thiocarbonic acid (thiocarbonate) C(O)(O)=S.C(O)(O)=S